5-((3,3-difluoropiperidin-4-yl)oxy)-6-methoxyquinazolin-4-amine FC1(CNCCC1OC1=C2C(=NC=NC2=CC=C1OC)N)F